tetra-lauryl-ascorbate C(CCCCCCCCCCC)C([C@@]([C@@]1(C(=C(C(=O)O1)O)[O-])CCCCCCCCCCCC)(O)CCCCCCCCCCCC)(O)CCCCCCCCCCCC